tert-butyl 4-allyl-4-methylpiperidine-1-carboxylate C(C=C)C1(CCN(CC1)C(=O)OC(C)(C)C)C